C1=CC(=C(C(=C1)O)CC(=O)O)O The molecule is a dihydroxyphenylacetic acid having the two hydroxy substituents located at the 2- and 6-positions. It derives from an acetic acid. It is a conjugate acid of a (2,6-dihydroxyphenyl)acetate.